O=C1NC(CCC1N1C(C2=CC=CC(=C2C1=O)NCCOCCOC(CC(=O)N(C)C1=CC=C(C=C1)NC(CCCCCCC(=O)NO)=O)CCCCC)=O)=O N1-(4-(3-(2-(2-((2-(2,6-dioxopiperidin-3-yl)-1,3-dioxoisoindolin-4-yl)amino)ethoxy)ethoxy)-N-methyloctanamido)phenyl)-N8-hydroxyoctanediamide